C(C)(C)(C)C1=NC(C=C(C1)C=1C=C2C(N(C(C2=CC1)=O)C1C(NC(CC1)=O)=O)=O)C tert-butyl-4-(2-(2,6-dioxopiperidin-3-yl)-1,3-dioxoisoindolin-5-yl)-6-methyl-3,6-dihydropyridine